4-Methanesulfonyloxymethyl-6,7-dimethyl-1,3-dihydro-pyrrolo[3,4-c]pyridine-2-carboxylic acid tert-butyl ester C(C)(C)(C)OC(=O)N1CC=2C(=NC(=C(C2C1)C)C)COS(=O)(=O)C